[H+].CN1C=C(C2=CC=CC=C21)C3=NC(=NC=C3)NC4=C(C=C(C(=C4)NC(=O)C=C)N(C)CCN(C)C)OC The molecule is an organic cation obtained by protonation of osimertinib. It is an ammonium ion derivative and an organic cation. It is a conjugate acid of an osimertinib.